C1=CC=CC=2C3=CC=CC=C3N(C12)C1=CC=C(C=C1)C1=NC(=C(C(=C1N1C2=C(C=3C=CC=CC13)C=NC=C2)C2=C(C=CC=C2)C2=NC(=NC(=N2)C2=CC=CC=C2)C2=CC=CC=C2)C2=CC=C(C=C2)N2C1=CC=CC=C1C=1C=CC=CC21)C2=CC=C(C=C2)N2C1=CC=CC=C1C=1C=CC=CC21 5-(2,5,6-tris(4-(9H-carbazol-9-yl)phenyl)-4-(2-(4,6-diphenyl-1,3,5-triazin-2-yl)phenyl)pyridin-3-yl)-5H-pyrido[4,3-b]indole